5-fluoro-2-((3S,4R,5R)-4-fluoro-3,5-dimethylpiperidin-1-yl)-6-((3-((S)-3-hydroxybutyl)-1-methyl-2-oxo-2,3-dihydro-1H-benzo[d]imidazol-5-yl)amino)nicotinonitrile FC=1C(=NC(=C(C#N)C1)N1C[C@@H](C([C@@H](C1)C)F)C)NC1=CC2=C(N(C(N2CC[C@H](C)O)=O)C)C=C1